(3R,4S,5S)-3,5-di(tert-butyldiphenylsilyloxy)-4-hydroxy-1-cyclohexene-1-carboxylic acid ethyl ester C(C)OC(=O)C1=C[C@H]([C@H]([C@H](C1)O[Si](C1=CC=CC=C1)(C1=CC=CC=C1)C(C)(C)C)O)O[Si](C1=CC=CC=C1)(C1=CC=CC=C1)C(C)(C)C